FC(C=1C=C(O[C@@H]2C[C@H](CC2)NC(OC(C)(C)C)=O)C=CC1)(F)F tert-butyl ((1S,3S)-3-(3-(trifluoromethyl)phenoxy)cyclopentyl)carbamate